NC=1C(=CC(=CC1C1=CC=CC=C1C(=O)O)C1=CC=CC=C1C(=O)O)C1=CC=CC=C1C(=O)O aniline-2,4,6-tribenzoic acid